4-((4,4-bis(octyloxy)butanoyl)oxy)-2,3-bis(((3-(pyrrolidin-1-yl)propyl)carbamothioyl)oxy)butyl (9Z,12Z)-octadeca-9,12-dienoate C(CCCCCCC\C=C/C\C=C/CCCCC)(=O)OCC(C(COC(CCC(OCCCCCCCC)OCCCCCCCC)=O)OC(NCCCN1CCCC1)=S)OC(NCCCN1CCCC1)=S